[Si](C)(C)(C(C)(C)C)O[C@@H]1CC[C@H](CC1)O (trans)-4-(tert-butyldimethylsilyloxy)cyclohexanol